FC(CN1[C@@H](C=2NC3=CC=CC=C3C2C[C@H]1C)C1=NC=C(C=C1F)OCCN1CC(C1)CF)(C)C (1S,3R)-2-(2-fluoro-2-methylpropyl)-1-(3-fluoro-5-(2-(3-(fluoromethyl)azetidin-1-yl)ethoxy)pyridin-2-yl)-3-methyl-2,3,4,9-tetrahydro-1H-pyrido[3,4-b]indole